5-(4-fluorophenyl)-6-oxo-2,3,5,6-tetrahydrofuro[3,2-c]pyridine-7-carboxamide hydrochloride Cl.FC1=CC=C(C=C1)N1C=C2C(=C(C1=O)C(=O)N)OCC2